OC[C@H]1CN(C[C@@H](O1)C)C(=O)OC(C)(C)C tert-Butyl (2R,6S)-2-(hydroxymethyl)-6-methylmorpholine-4-carboxylate